(3R)-3-amino-5-[(4-chlorophenyl)methyl]-8-fluoro-7-[5-(3-methylazetidin-3-yl)-1,3,4-oxadiazol-2-yl]-1,1-dioxo-2,3-dihydro-1λ6,5-benzothiazepin-4-one N[C@H]1CS(C2=C(N(C1=O)CC1=CC=C(C=C1)Cl)C=C(C(=C2)F)C=2OC(=NN2)C2(CNC2)C)(=O)=O